2,5-cyclohexadien C1C=CCC=C1